2,3-Dihydroxycyclopent-2-en-1-on OC=1C(CCC1O)=O